methyl 2-chloro-6-(difluorometh-yl)nicotinate ClC1=C(C(=O)OC)C=CC(=N1)C(F)F